COCCC1N(CC1C(=O)N)C(=O)N (2-methoxyethyl)azetidine-1,3-dicarboxamide